ClC=1C(=C(C=CC1)CN1CC(N(C(C1)C)C(C(C)C)=O)C(=O)NCC1=CC=C(C=C1)C=1OC=CC1)F 4-[(3-chloro-2-fluorophenyl)methyl]-N-{[4-(furan-2-yl)phenyl]methyl}-6-methyl-1-(2-methylpropanoyl)piperazine-2-carboxamide